COC=1C=C(C=NC1)CN(CCC1=CC=C(C=C1)NC(=O)C1=C(C=C(C(=O)OCC=2OC(OC2)=O)C=C1)NC(=O)C=1OC2=CC=CC=C2C(C1)=O)CC=1C=C2C=NN(C2=CC1)C (2-Oxo-1,3-dioxol-4-yl)methyl 4-((4-(2-(((5-methoxypyridin-3-yl)methyl)((1-methyl-1H-indazol-5-yl)methyl)amino)ethyl)phenyl)carbamoyl)-3-(4-oxo-4H-chromene-2-carboxamido)benzoate